O=C1NC(CCC1N1CC2=CC=C(C=C2C1=O)CNC(=O)NC=1C=NN(C1)C(=O)OC(C)(C)C)=O tert-butyl 4-[[2-(2,6-dioxo-3-piperidyl)-3-oxo-isoindolin-5-yl] methylcarbamoylamino]pyrazole-1-carboxylate